4-((6bR,10aS)-3-methyl-2,3,6b,9,10,10a-hexahydro-1H,7H-pyrido[3',4':4,5]pyrrolo[1,2,3-de]quinoxalin-8-yl)-1-(4-fluoro-phenyl)-butan-1-one CN1CCN2C=3C(=CC=CC13)[C@H]1[C@@H]2CCN(C1)CCCC(=O)C1=CC=C(C=C1)F